CN1C=CN=CC1=O methyl-6-oxo-1,6-dihydropyrazine